ClC=1C=C(C=C(C1)Cl)C=1C2=C(N=CN1)C(=C(C=N2)C(=O)O)N(C)C 4-(3,5-dichlorophenyl)-8-(dimethylamino)pyrido[3,2-d]pyrimidine-7-carboxylic acid